(1S,3aR,7aS)-2-tert-butoxycarbonyl-1,3,3a,4,5,6,7,7a-octahydroisoindole-1-carboxylic acid C(C)(C)(C)OC(=O)N1[C@@H]([C@H]2CCCC[C@H]2C1)C(=O)O